C1(=CC=CC=C1)C1=NC(=NC(=N1)C1=CC=CC=C1)C=1C=C(C=CC1)C1=CC(=C(C=C1)C1=CC=CC=C1)C1=NC(=NC(=N1)C1=CC=CC=C1)C1=CC=C(C=C1)C1=CC=C(C=C1)C#N 4'-(4-(3''-(4,6-diphenyl-1,3,5-triazin-2-yl)-[1,1':4',1''-terphenyl]-2'-yl)-6-phenyl-1,3,5-triazin-2-yl)-[1,1'-biphenyl]-4-carbonitrile